1-(5-Chloro-2-(3,5-dimethylpiperidin-1-yl)phenoxy)-N-((6-((S)-3-hydroxypyrrolidin-1-yl)pyridin-2-yl)sulfonyl)cyclopropanecarboxamide ClC=1C=CC(=C(OC2(CC2)C(=O)NS(=O)(=O)C2=NC(=CC=C2)N2C[C@H](CC2)O)C1)N1CC(CC(C1)C)C